2-(1-oxo-1,3-dihydroisobenzofuran-5-yl)-5,6,7,8-tetrahydro-[1,2,4]triazolo[1,5-a]pyrazin-7-ium chloride [Cl-].O=C1OCC2=CC(=CC=C12)C1=NN2C(C[NH2+]CC2)=N1